4-(2-cyanoisoindolin-4-yl)isophthalonitrile C(#N)N1CC2=CC=CC(=C2C1)C1=C(C=C(C#N)C=C1)C#N